COCCO[C@H]1[C@H]([C@@H](O[C@@H]1CO)N1C(=O)N=C(N)C=C1)O 3'-O-methoxyethyl-cytidine